Diazo-methan [N+](=[N-])=C